1-(5-quinolinesulfonyl)piperazine N1=CC=CC=2C(=CC=CC12)S(=O)(=O)N1CCNCC1